F[C@H]1CNCC[C@@H]1NC(=O)C1=CC(=CC=2N(C=NC21)CC(F)(F)F)C#CCNC2=C(C=C(C=C2)S(=O)(=O)C)OC N-[(3S,4S)-3-fluoro-4-piperidyl]-6-[3-(2-methoxy-4-methylsulfonyl-anilino)prop-1-ynyl]-1-(2,2,2-trifluoroethyl)benzimidazole-4-carboxamide